N-(4-((R)-2-(3,4-Dichlorophenyl)propyl)-6-(((R)-1-hydroxy-4-methylpentan-2-yl)amino)-1,3,5-triazin-2-yl)methanesulfonamide ClC=1C=C(C=CC1Cl)[C@@H](CC1=NC(=NC(=N1)N[C@@H](CO)CC(C)C)NS(=O)(=O)C)C